NC(C[C@@H](C#C)NC(=O)[C@H]1N(C2=CC=CC=C2C1)C(=O)C1(CC1)C1=CC=C(C=C1)OC(F)(F)F)=O (2S)-N-[(1S)-1-(2-Amino-2-oxo-ethyl)prop-2-ynyl]-1-[1-[4-(trifluoromethoxy)phenyl]-cyclopropanecarbonyl]indoline-2-carboxamide